O1CCN(C=C1)C(=O)[O-] 2,3-dihydro-4H-1,4-oxazine-4-carboxylate